1-butyl-3-methylimidazole dicyano-amine salt C(#N)NC#N.C(CCC)N1CN(C=C1)C